[Si](C1=CC=CC=C1)(C1=CC=CC=C1)(C(C)(C)C)O[C@@H]1C[C@@H](NC1)COC(C1=CC=CC=C1)=O ((2R,4R)-4-((tert-butyldiphenylsilyl)oxy)pyrrolidin-2-yl)methylbenzoate